C(=O)O.ClC=1C=C(C=CC1C(=O)N1CCN(CC1)CCN(C)C)NC(=O)C=1N(C(=CN1)C1=C(C(=C(C=C1)OC)F)F)C N-[3-chloro-4-[4-[2-(dimethylamino)ethyl]piperazine-1-carbonyl]phenyl]-5-(2,3-difluoro-4-methoxy-phenyl)-1-methyl-imidazole-2-carboxamide formate